NC=1N=NC(=CC1C=1C=NN(C1)C1CCN(CC1)C1CCC(CC1)C=1C(=C(N[C@@H]2C(NC(CC2)=O)=O)C=CC1)F)C1=C(C=CC=C1)O (3S)-3-[3-[4-[4-[4-[3-amino-6-(2-hydroxyphenyl)pyridazin-4-yl]pyrazol-1-yl]-1-piperidyl]cyclohexyl]-2-fluoro-anilino]piperidine-2,6-dione